1-(5-chloro-3-iodo-1H-pyrazolo[4,3-b]pyridin-1-yl)-2-methylpropan-2-ol ClC1=CC=C2C(=N1)C(=NN2CC(C)(O)C)I